8-({4-[1-cyclopropyl-4-(trifluoromethyl)imidazol-2-yl]phenyl}methyl)-2-(4-cyclopropyl-6-methoxypyrimidin-5-yl)-5-methyl-6-(1-methylpyrazol-4-yl)pyrido[2,3-d]pyrimidin-7-one C1(CC1)N1C(=NC(=C1)C(F)(F)F)C1=CC=C(C=C1)CN1C(C(=C(C2=C1N=C(N=C2)C=2C(=NC=NC2OC)C2CC2)C)C=2C=NN(C2)C)=O